BrC=1C=C(O[Si](C)(C)C(C)(C)C)C=C(C1)Cl (3-bromo-5-chloro-phenoxy)-tert-butyl-dimethyl-monosilane